cis-coumarin O1C(=O)C=CC2=CC=CC=C12